7-(D-α-Amino-α-phenylacetamido)-3-methyl-3-cephem-4-carboxylic acid monohydrate O.N[C@@H](C(=O)NC1[C@@H]2N(C(=C(CS2)C)C(=O)O)C1=O)C1=CC=CC=C1